OCC(C)(C)NC(=O)C=1C=2C[C@@H]3[C@H](C2N(N1)C1=NC(=CN=C1)OC)C3 (1aR,5aR)-2-(6-Methoxy-pyrazin-2-yl)-1a,2,5,5a-tetrahydro-1H-2,3-diaza-cyclopropa[a]pentalene-4-carboxylic Acid (2-Hydroxy-1,1-dimethyl-ethyl)-amide